C(CCCCCCCCCCCCCCCCCC(=O)[O-])(=O)[O-] NONADECANEDIOATE